CC1([C@@H](N2C(C[C@H]2S1)=O)C(=O)O)C (2s,5r)-3,3-dimethyl-7-oxo-4-thia-1-azabicyclo[3.2.0]heptane-2-carboxylic acid